ClC=1C2=CN(N=C2C(=C(C1)C1=CC=C(C=C1)CN(C)C)Cl)C(C(=O)NC=1SC=CN1)C1=C2N(C=N1)C[C@@H](C2)F (4,7-dichloro-6-(4-((dimethylamino)methyl)phenyl)-2H-indazol-2-yl)-2-((R)-6-fluoro-6,7-dihydro-5H-pyrrolo[1,2-c]imidazol-1-yl)-N-(thiazol-2-yl)acetamide